C1(CCCCC1)CNC(=O)C1=CC(=CC=2NC(=NC21)COC)NC(=O)C2=C(C=CC=C2)C(F)(F)F N-(cyclohexylmethyl)-2-(methoxymethyl)-6-({[2-(trifluoromethyl)phenyl]carbonyl}amino)-1H-benzimidazole-4-carboxamide